(5RS)-3-{3-(3-cyclopropyl-2-fluorophenoxy)-6-[(1RS)-1-fluoroethyl]pyridazin-4-yl}-5-(2,4-dichlorobenzyl)-5,6-dihydro-4H-1,2,4-oxadiazine C1(CC1)C=1C(=C(OC=2N=NC(=CC2C2=NOC[C@H](N2)CC2=C(C=C(C=C2)Cl)Cl)[C@@H](C)F)C=CC1)F |r|